ClC=1C=C(C=CC1)NC(=O)N1CCS(CC1)(=O)=O N-(3-chlorophenyl)thiomorpholine-4-carboxamide 1,1-dioxide